hexacarbenal C(C=CCCC)=O